(S)-N-(1-(4-(N-ethylsulfamoyl)phenylamino)-1-oxo-3-(pyridin-2-yl)propan-2-yl)-4-fluorobenzamide C(C)NS(=O)(=O)C1=CC=C(C=C1)NC([C@H](CC1=NC=CC=C1)NC(C1=CC=C(C=C1)F)=O)=O